benzo[d]thiazol-5-yl-1-((2-methylbenzo[d]thiazol-6-yl)sulfonyl)piperidine-4-carboxamide S1C=NC2=C1C=CC(=C2)C2N(CCC(C2)C(=O)N)S(=O)(=O)C2=CC1=C(N=C(S1)C)C=C2